Bismuth tris(isostearate) C(CCCCCCCCCCCCCCC(C)C)(=O)[O-].C(CCCCCCCCCCCCCCC(C)C)(=O)[O-].C(CCCCCCCCCCCCCCC(C)C)(=O)[O-].[Bi+3]